(S)-4-hydroxy-4'-(3-(1-((1-methyl-1H-imidazol-2-yl)methyl)pyrrolidin-3-yl)-2-oxo-2,3-dihydro-1H-imidazo[4,5-b]pyridin-1-yl)-[1,1'-biphenyl]-3-carboxylic acid OC1=C(C=C(C=C1)C1=CC=C(C=C1)N1C(N(C2=NC=CC=C21)[C@@H]2CN(CC2)CC=2N(C=CN2)C)=O)C(=O)O